isopropyl 2-((4-((2-(bis(methyl-d3)amino)ethyl)(methyl-d3)amino)-2-methoxy-5-nitrophenyl)amino)-4-(3,3,5-trimethyl-2,3-dihydro-1H-pyrrolo[3,2-b]pyridin-1-yl)pyrimidine-5-carboxylate C([2H])([2H])([2H])N(CCN(C1=CC(=C(C=C1[N+](=O)[O-])NC1=NC=C(C(=N1)N1CC(C2=NC(=CC=C21)C)(C)C)C(=O)OC(C)C)OC)C([2H])([2H])[2H])C([2H])([2H])[2H]